(S)-N-(2-fluoro-6-methyl-4-(7-(4-(trifluoromethoxy)phenyl)-1,4-oxazepan-4-yl-7-d)phenyl)-3,3-dimethylbutanamide FC1=C(C(=CC(=C1)N1CCO[C@](CC1)([2H])C1=CC=C(C=C1)OC(F)(F)F)C)NC(CC(C)(C)C)=O